N-((7-(1,2-dihydroxyethyl)-4-(4-(trifluoromethoxy)phenyl)benzo[d]oxazol-6-yl)methyl)acrylamide OC(CO)C1=C(C=C(C=2N=COC21)C2=CC=C(C=C2)OC(F)(F)F)CNC(C=C)=O